CC(C(N)N)(CC(CC)C)C 2,2,4-trimethylhexanediamine